tetracosyl n-octadecanoate C(CCCCCCCCCCCCCCCCC)(=O)OCCCCCCCCCCCCCCCCCCCCCCCC